Tri-N-Octylamine N-Oxide CCCCCCCC[N+](CCCCCCCC)(CCCCCCCC)[O-]